2-ethyl-1-propyl-8-[1-(3-trifluoromethyl-benzyl)-1H-pyrazol-4-yl]-1,7-dihydro-purin-6-one C(C)C=1N(C(C=2NC(=NC2N1)C=1C=NN(C1)CC1=CC(=CC=C1)C(F)(F)F)=O)CCC